C(=O)O.C1(CCC1)NCC1=CC(=C2CN(C(C2=C1)=O)C1=CC(=CC=C1)C1(COC1)[C@H](C1=NN=CN1C)F)C(F)(F)F (R)-6-((Cyclobutylamino)methyl)-2-(3-(3-(fluoro(4-methyl-4H-1,2,4-triazol-3-yl)methyl)oxetan-3-yl)phenyl)-4-(trifluoromethyl)isoindolin-1-one formate